1-(5-(5-((1r,4r)-4-aminocyclohexyl)-1,3,4-thiadiazol-2-yl)-4-(methylamino)pyridin-2-yl)-1H-pyrrolo[2,3-b]pyridine-4-carbonitrile NC1CCC(CC1)C1=NN=C(S1)C=1C(=CC(=NC1)N1C=CC2=C1N=CC=C2C#N)NC